FC=1C2=C(C=NC1[C@H]1COCCC1)N=C(N2)C2=CC(=CN2)C(=O)C2=C(C=CC=C2)C(F)(F)F (S)-(5-(7-fluoro-6-(tetrahydro-2H-pyran-3-yl)-1H-imidazo[4,5-c]pyridin-2-yl)-1H-pyrrol-3-yl)(2-(trifluoromethyl)phenyl)methanone